CN(C1=CC=C(C=C1)C1=C(COC2=CC(=CC=C12)O)I)C 4-(4-(dimethylamino)phenyl)-3-iodo-2H-chromen-7-ol